(S)-N-(chroman-4-yl)-N-methyl-2-(2-methylpyridin-3-yl)benzo[d]thiazole-6-carboxamide O1CC[C@@H](C2=CC=CC=C12)N(C(=O)C1=CC2=C(N=C(S2)C=2C(=NC=CC2)C)C=C1)C